CC1=NC(=CC(=C1)C=1NC2=CC=C(C=C2C1C(C)C)C1CCN(CC1)CCCN(C)C)C 3-(4-(2-(2,6-dimethylpyridin-4-yl)-3-isopropyl-1H-indol-5-yl)piperidin-1-yl)-N,N-dimethylpropan-1-amine